C(C)(C)C1=NC(=C2C(=N1)N(N=C2)C)N[C@@H]2C[C@H](N(C2)C)CO (2S,4R)-4-[(6-isopropyl-1-methyl-1H-pyrazolo[3,4-d]pyrimidin-4-yl)amino]-1-methyl-2-pyrrolidinyl-methanol